(S)-Pyrrolidine-3-carboxamide N1C[C@H](CC1)C(=O)N